2-((methylamino)methyl)-1-(4-methoxyphenyl)cyclopentan-1-ol CNCC1C(CCC1)(O)C1=CC=C(C=C1)OC